zirconium tetra(n-butoxide) [O-]CCCC.[O-]CCCC.[O-]CCCC.[O-]CCCC.[Zr+4]